FC1=C(C=CC(=C1F)C)C=1N=NNC1 4-(2,3-difluoro-4-methylphenyl)-1H-1,2,3-triazol